CS(=O)(=O)OCC1CCC(CC1)OC1CCN(CC1)C(=O)OC(C)(C)C tert-butyl 4-[4-(methylsulfonyloxymethyl)cyclohexoxy]piperidine-1-carboxylate